copper (II) 5-(furan-2-yl)-15-(4-(5,5-dimethyl-1,3-dioxane-2-yl)-2,5-diethylphenyl)-10,20-bis(2,4,6-trimethylphenyl)porphyrin O1C(=CC=C1)C=1C2=CC=C(N2)C(=C2C=CC(C(=C3C=CC(=C(C=4C=CC1N4)C4=C(C=C(C=C4C)C)C)N3)C3=C(C=C(C(=C3)CC)C3OCC(CO3)(C)C)CC)=N2)C2=C(C=C(C=C2C)C)C.[Cu+2]